8-cyclopentyl-6-ethoxymethyl-2-(5-piperazin-1-yl-pyridin-2-ylamino)-8H-pyrido[2,3-d]Pyrimidin-7-one C1(CCCC1)N1C(C(=CC2=C1N=C(N=C2)NC2=NC=C(C=C2)N2CCNCC2)COCC)=O